COC1=CC=C(C=N1)C(CC(=O)O)N1N=CC2=NC(=CC=C21)OCCC2=NC=1NCCCC1C=C2 3-(6-methoxypyridin-3-yl)-3-(5-(2-(5,6,7,8-tetrahydro-1,8-naphthyridin-2-yl)ethoxy)pyrazolo[4,3-b]pyridin-1-yl)propionic acid